N1C=NC2=C1C=C(C=C2)NC(NCCCCCCCCCCCCCCC(=O)O)=O 15-(3-(1H-benzo[d]imidazol-6-yl)ureido)pentadecanoic acid